europium (III) acetate C(C)(=O)[O-].[Eu+3].C(C)(=O)[O-].C(C)(=O)[O-]